O=C1N(C2=CC=CC=C2C(N1C1CNCCC1)=O)CC1=CC=C(C(=O)NO)C=C1 4-((2,4-dioxo-3-(piperidin-3-yl)-3,4-dihydroquinazolin-1(2H)-yl)methyl)-N-hydroxybenzamide